N[C@@H](CCCCNC(OC(C)(C)C)=O)C(NCCOCCOCCC(=O)OCC1=CC=CC=C1)=O benzyl (S)-10-amino-2,2-dimethyl-4,11-dioxo-3,15,18-trioxa-5,12-diazahenicosan-21-oate